[1-[3-fluoro-4-([2-[(1-methylpiperidin-4-ylidene)methyl]-1,6-naphthyridin-7-yl]amino)phenyl]pyrazol-3-yl]methanol FC=1C=C(C=CC1NC1=NC=C2C=CC(=NC2=C1)C=C1CCN(CC1)C)N1N=C(C=C1)CO